1-cyclopentyl-5-(2,6-dimethoxyphenyl)-N-[(2S)-4-phenyl-1-(1H-1,2,3,4-tetrazol-5-yl)butan-2-yl]-1H-pyrazole-3-carboxamide C1(CCCC1)N1N=C(C=C1C1=C(C=CC=C1OC)OC)C(=O)N[C@H](CC1=NN=NN1)CCC1=CC=CC=C1